2,2-difluoro-1-[(2S)-4-[[3-[[5-[(1R)-1-hydroxyethyl]-1,3,4-oxadiazol-2-yl]amino]-2,5-dimethyl-phenyl]methyl]-2-methyl-piperazin-1-yl]butan-1-one FC(C(=O)N1[C@H](CN(CC1)CC1=C(C(=CC(=C1)C)NC=1OC(=NN1)[C@@H](C)O)C)C)(CC)F